COC(C1=C(C=CC=C1)NC(NO)=O)=O (N'-hydroxycarbamoylamino)benzoic acid methyl ester